C(C1=CC=CC=C1)SC=1C=C(C(=NC1)NC)N 5-(Benzylthio)-N2-methylpyridine-2,3-diamine